sulfoethyl acrylate sodium salt [Na+].C(C=C)(=O)OCCS(=O)(=O)[O-]